methoxymethyl-oxirane COCC1OC1